(2S)-2-Amino-N-ethylpropionamide N[C@H](C(=O)NCC)C